2-(((1R,2S)-1-Amino-2-ethylcyclopentyl)methoxy)-4-(5-methoxyimidazo[1,2-a]pyridin-3-yl)-6-(methylthio)benzonitrile N[C@]1([C@H](CCC1)CC)COC1=C(C#N)C(=CC(=C1)C1=CN=C2N1C(=CC=C2)OC)SC